dimethyl 8-oxopentadecanedioate O=C(CCCCCCC(=O)OC)CCCCCCC(=O)OC